3-phenyl-2-(m-tolyl)propionitrile C1(=CC=CC=C1)CC(C#N)C=1C=C(C=CC1)C